2-isopropoxypropan C(C)(C)OC(C)C